N-[2-(5-amino-1,3,4-thiadiazol-2-yl)-4-chloro-6-methylphenyl]-3-bromo-1-(3-chloro-2-pyridinyl)-1H-pyrazole-3-carboxamide NC1=NN=C(S1)C1=C(C(=CC(=C1)Cl)C)NC(=O)C1(NN(C=C1)C1=NC=CC=C1Cl)Br